ClC1=CC=C(C=C1)C1=NC=C(C=C1)C(F)(F)F 2-(4-chlorophenyl)-5-trifluoromethyl-pyridine